3-(azidocyclobutoxy)methylbenzene N(=[N+]=[N-])C1(CCC1)OCC=1C=CC=CC1